ON=C(N)C1=NC=C(C=C1)NC1=NC(=NO1)C1=NC=C(C=C1)OC(F)(F)F N'-hydroxy-5-((3-(5-(trifluoromethoxy)pyridin-2-yl)-1,2,4-oxadiazol-5-yl)amino)pyridinecarboxamidine